FC(C1=CC=C(C=C1)CC(=O)NC(=O)C1(NCCC1)CO)(F)F N-(4-trifluoromethylphenylacetyl)-2-hydroxymethylpyrrolidine-2-carboxamide